C(C)O[Si](CCCC1C(OC(C1)=O)=O)(OCC)OCC 3-[3-(triethoxysilyl)propyl]oxolane-2,5-dione